O=S1(CCN(CC1)C1=CC=C(C=C1)SC1=CC2=C(NC(=N2)NC(OC)=O)C=C1)=O methyl (5-((4-(1,1-dioxidothiomorpholino)phenyl)thio)-1H-benzo[d]imidazol-2-yl)carbamate